Methyl 3-[methyl-[(E)-4-(4,4,5,5-tetramethyl-1,3,2-dioxaborolan-2-yl)but-3-enyl]amino]propanoate CN(CCC(=O)OC)CC\C=C\B1OC(C(O1)(C)C)(C)C